ClC(C(=O)C(F)F)(F)F 1-chloro-1,1,3,3-tetrafluoroacetone